ClC=1C=C(C=CC1C1CCC2(OCCO2)CC1)C[C@H](C(=O)OCC)C ethyl (R)-3-(3-chloro-4-(1,4-dioxaspiro[4.5]decan-8-yl)phenyl)-2-methylpropanoate